tert-butyl [(3-amino-2-oxo-1-pyridyl)methyl]-5,7-difluoro-4-phenoxy-benzimidazole-1-carboxylate NC=1C(N(C=CC1)CC1=NC2=C(N1C(=O)OC(C)(C)C)C(=CC(=C2OC2=CC=CC=C2)F)F)=O